FC1=CC=C2C(=CNC2=C1F)C=O 6,7-DIFLUOROINDOLE-3-CARBOXALDEHYDE